C(C)(C)OC1=NN(C=C1NC=O)C([2H])([2H])[2H] N-[3-isopropoxy-1-(methyl-d3)pyrazol-4-yl]carboxamide